FC(COC1=NC(=NN2C1=C(C=C2)C=2C=NC=1N(C2)C=CN1)NC1CCC(CC1)(O)C)F (1s,4s)-4-((4-(2,2-difluoroethoxy)-5-(imidazo[1,2-a]pyrimidin-6-yl)pyrrolo[2,1-f][1,2,4]triazin-2-yl)amino)-1-methylcyclohexan-1-ol